tert-butyl 5-formyl-1-methyl-1,2,3,4-tetrahydroisoquinoline-2-carboxylate C(=O)C1=C2CCN(C(C2=CC=C1)C)C(=O)OC(C)(C)C